O1C(OCC1)C1=C(C2=C(S1)C(=CC=C2)N[C@H]2[C@H](CN(CC2)C(=O)OC(C)(C)C)F)CC(F)(F)F Tert-butyl (3S,4R)-4-((2-(1,3-dioxolan-2-yl)-3-(2,2,2-trifluoroethyl)benzo[b]thiophen-7-yl)amino)-3-fluoropiperidine-1-carboxylate